FC1=C(C=CC2=C1N=CS2)NC2=C1C(=NC=C2)SC(=C1)[C@@H]1[C@H](N(CC1)CCO)C 2-((2R,3S)-3-(4-((4-fluorobenzo[d]thiazol-5-yl)amino)thieno[2,3-b]pyridin-2-yl)-2-methylpyrrolidin-1-yl)ethan-1-ol